C1(CC1)N1CCP(CC1)(C1=CC(=C(C=C1)NC1=CC(=C2C(=N1)NC=C2C(F)(F)F)NCC)OC)=O 1-cyclopropyl-4-(4-((4-(ethylamino)-3-(trifluoromethyl)-1H-pyrrolo[2,3-b]pyridin-6-yl)amino)-3-methoxyphenyl)-1,4-azaphosphinane 4-oxide